FC1(CC2(C1)CC(N(CC2)CC2=C1C=CNC1=C(C=C2OC)C)C2=CC=C(C=C2)C(=O)N2CC(C2)C(F)(F)F)F (4-(2,2-difluoro-7-((5-methoxy-7-methyl-1H-indol-4-yl)methyl)-7-azaspiro[3.5]nonan-6-yl)phenyl)(3-(trifluoromethyl)azetidin-1-yl)methanone